C(C)(C)(C)N\C=C/1\C(OC2=CC=CC=C2C1=O)C1=CC2=C(OCO2)C=C1O (Z)-3-((tert-butylamino)methylene)-2-(6-hydroxybenzo[d][1,3]dioxolan-5-yl)chroman-4-one